1-(2-chloro-4-(4-fluorobenzyl)-8,8-dimethyl-7,8-dihydro-6H-imidazo[1,2-a]pyrrolo[2,3-e]pyridin-6-yl)-2-((2R,5R)-5-methyl-2-(((R)-3-methylmorpholino)methyl)piperazin-1-yl)ethan-1-one ClC=1N=C2N(C3=C(C=C2CC2=CC=C(C=C2)F)N(CC3(C)C)C(CN3[C@H](CN[C@@H](C3)C)CN3[C@@H](COCC3)C)=O)C1